2-fluoro-N-methyl-3-(4,4,5,5-tetramethyl-1,3,2-dioxaborolan-2-yl)benzamide FC1=C(C(=O)NC)C=CC=C1B1OC(C(O1)(C)C)(C)C